(1-(4-amino-2-fluorophenyl)piperidin-4-yl)carbamic acid tert-butyl ester C(C)(C)(C)OC(NC1CCN(CC1)C1=C(C=C(C=C1)N)F)=O